(S)-4-(3-((2,6-Dichloropyridin-4-yl)methoxy)-2-(methylamino)-3-oxopropyl)benzoic acid hydrochloride Cl.ClC1=NC(=CC(=C1)COC([C@H](CC1=CC=C(C(=O)O)C=C1)NC)=O)Cl